DODECYLTRIMETHYLAMMONIUM BROMIDE [Br-].C(CCCCCCCCCCC)[N+](C)(C)C